C1(CC1)N1CCN(CC1)C1CCN(CC1)C1=C(C=C(C(=C1)OC)NC1=NC=NC(=C1)N1OCC[C@@H]1C1=CC(=CC=C1)OC1=CC(=CC(=C1)F)F)NC(C=C)=O (R)-N-(2-(4-(4-cyclopropylpiperazin-1-yl)piperidin-1-yl)-5-((6-(3-(3-(3,5-difluorophenoxy)phenyl)isoxazolidin-2-yl)pyrimidin-4-yl)amino)-4-methoxyphenyl)acrylamide